C(C)OC(C(F)F)=O (difluoro)acetic acid ethyl ester